4-((2H-pyran-2-yl)oxy)tridecanoic acid O1C(C=CC=C1)OC(CCC(=O)O)CCCCCCCCC